CN1C(=NC=2C1=NC=C(C2)C(=O)OC(C)C)CCNC2=NC=CC1=CC=C(C=C21)C2=NOC(=N2)C Propan-2-yl 3-methyl-2-(2-{[7-(5-methyl-1,2,4-oxadiazol-3-yl)isoquinolin-1-yl]amino}ethyl)-3H-imidazo[4,5-b]pyridine-6-carboxylate